C(CCCC)OC1CCC(CC1)N (1R,4R)-4-(pentyloxy)cyclohexan-1-amine